(M)-3-bromo-4-((6-fluoro-4-methylpyridin-2-yl)methoxy)-6''-(2-hydroxypropan-2-yl)-5',6-dimethyl-2H-[1,4':2',2''-terpyridin]-2-one BrC=1C(N(C(=CC1OCC1=NC(=CC(=C1)C)F)C)C1=CC(=NC=C1C)C1=NC(=CC=C1)C(C)(C)O)=O